CC1=CC=C(C=C1)S(=O)(=O)OCCO[C@H]1[C@@H](CCC1)OCCOS(=O)(=O)C1=CC=C(C=C1)C (((1R,2R)-cyclopentane-1,2-diyl)bis(oxy))bis(ethane-2,1-diyl) bis(4-methylbenzenesulfonate)